FC1=C(OCC(=O)COC2=C(C=CC=C2F)F)C(=CC=C1)F (2,6-difluorophenoxy)methyl ketone